3-(5-bromo-6-methoxypyridin-3-yl)-4,4-difluoropiperidine-1-carboxylic acid tert-butyl ester C(C)(C)(C)OC(=O)N1CC(C(CC1)(F)F)C=1C=NC(=C(C1)Br)OC